FC1CC(N(C1)C(CNC(=O)N1CCNCC1)=O)C(NC(C1=CC=CC=C1)C1=CC(=C(C=C1)C(C)C)F)=O N-{2-[4-fluoro-2-({[3-fluoro-4-(propan-2-yl)phenyl](phenyl)methyl}carbamoyl)pyrrolidin-1-yl]-2-oxoethyl}piperazine-1-carboxamide